3-bromo-2-(3,5-difluoropyridin-2-yl)-4,5,6,7-tetrahydropyrazolo[1,5-a]Pyridine BrC=1C(=NN2C1CCCC2)C2=NC=C(C=C2F)F